(Z)-6-bromo-8-fluoro-3-(hydroxymethylene)-2,2,5-trimethyl-2,3-dihydroquinolin-4(1H)-one BrC=1C(=C2C(\C(\C(NC2=C(C1)F)(C)C)=C/O)=O)C